2,4-dibromo-6-chloromethyl-aniline tert-butyl-4-(4-fluoro-5-hydroxy-6-methoxy-benzothiophen-2-yl)-4-oxo-butanoate C(C)(C)(C)OC(CCC(=O)C=1SC2=C(C1)C(=C(C(=C2)OC)O)F)=O.BrC2=C(N)C(=CC(=C2)Br)CCl